C(C)OC1=CC(=NC(=C1)O)C(=O)OC methyl 4-ethoxy-6-hydroxypicolinate